(S)-4-((6-(1H-imidazol-1-yl)hexyl)oxy)-N-(2-((1-amino-1-oxo-3-phenylpropan-2-yl)amino)-2-oxoethyl)benzamide N1(C=NC=C1)CCCCCCOC1=CC=C(C(=O)NCC(=O)N[C@H](C(=O)N)CC2=CC=CC=C2)C=C1